O=C1O[C@]2(CN1CC1CN(CC1)C1=NC=CC=C1)C[C@H](CCC2)CN2C=NC1=C2C=C(C=C1)C#N 1-[((5s,7s)-2-oxo-3-{[1-(2-pyridinyl)-3-pyrrolidinyl]methyl}-1-oxa-3-azaspiro[4.5]decan-7-yl)methyl]-1H-benzimidazole-6-carbonitrile